methyl (E)-4-[6-(tert-butoxycarbonylamino)pyrazin-2-yl]-4-ethyl-hex-2-enoate C(C)(C)(C)OC(=O)NC1=CN=CC(=N1)C(/C=C/C(=O)OC)(CC)CC